BrC=1C(=NC(=C(C1)N=CN(C)CC)C)OC=1C=C(C=CC1)S(=NC(=O)C1CCC1)(=O)CC N-((3-((3-Bromo-5-(((ethyl(methyl)amino)methylen)amino)-6-methylpyridin-2-yl)oxy)phenyl)(ethyl)(oxo)-λ6-sulfaneyliden)cyclobutancarboxamid